(1S,4S)-2,5-diazabicyclo[2.2.2]octan [C@@H]12NC[C@@H](NC1)CC2